C(O)(O)=O.[Mg+2].C([O-])([O-])=O.C([O-])([O-])=O.[Mg+2] magnesium sesquicarbonate